((4-nitrophenyl)sulfophenyl)piperazin-2-one 4-nitrophenyl-1-{[3-(1,3-dioxolan-2-yl)phenyl]formamido}-3,6,9,12,15,18,21,24,27,30,33,36-dodecaoxanonatriacontan-39-oate [N+](=O)([O-])C1=CC=C(C=C1)OC(CCOCCOCCOCCOCCOCCOCCOCCOCCOCCOCCOCCOCCNC(=O)C1=CC(=CC=C1)C1OCCO1)=O.[N+](=O)([O-])C1=CC=C(C=C1)C=1C(=C(C=CC1)N1C(CNCC1)=O)S(=O)(=O)O